1-bromoguanosine BrN1C(C=2N=CN([C@H]3[C@H](O)[C@H](O)[C@@H](CO)O3)C2N=C1N)=O